tert-butyl (3S)-3-[[4-[1-(benzenesulfonyl)-6-(1-ethoxyvinyl) indol-3-yl]-5-(trifluoromethyl)pyrimidin-2-yl]amino]piperidine-1-carboxylate C1(=CC=CC=C1)S(=O)(=O)N1C=C(C2=CC=C(C=C12)C(=C)OCC)C1=NC(=NC=C1C(F)(F)F)N[C@@H]1CN(CCC1)C(=O)OC(C)(C)C